COC(CC[C@@H](C(=O)NC1=C(C=CC(=C1)Br)C(=O)C1=NC=CC=C1)N)=O (S)-4-amino-5-((5-bromo-2-pyridineformylphenyl)amino)-5-oxopentanoic acid methyl ester